FC(C=1C=C(C(=O)OC)C=CC1OCC1CCN(CC1)S(=O)(=O)C)F methyl 3-(difluoromethyl)-4-((1-(methylsulfonyl)piperidin-4-yl)methoxy)benzoate